ferrous sulfate trihydrate O.O.O.S(=O)(=O)([O-])[O-].[Fe+2]